NC=1C2=C(C(NN1)=O)N(N=C2C2=CC=C(CNC(C1=C(C=CC(=C1)F)OC)=O)C=C2)C(C)C(C)C N-(4-(4-amino-1-(3-methylbutan-2-yl)-7-oxo-6,7-dihydro-1H-pyrazolo[3,4-d]pyridazin-3-yl)benzyl)-5-fluoro-2-methoxybenzamide